Bis(3,5-dihydroxyphenyl) sulfone OC=1C=C(C=C(C1)O)S(=O)(=O)C1=CC(=CC(=C1)O)O